7-((tert-butyldiphenylsilyl)oxy)-2-azaspiro[4.5]decan-1-one [Si](C1=CC=CC=C1)(C1=CC=CC=C1)(C(C)(C)C)OC1CC2(CCNC2=O)CCC1